2-((3,5-bis(trifluoromethyl)benzyl)amino)pyrimidine-5-carbohydrazide FC(C=1C=C(CNC2=NC=C(C=N2)C(=O)NN)C=C(C1)C(F)(F)F)(F)F